(1-(7-(8-ethylnaphthalen-1-yl)-2-((tetrahydro-1H-pyrrolizin-7a(5H)-yl)methoxy)-5,6,7,8-tetrahydropyrido[3,4-d]pyrimidin-4-yl)piperidin-3-yl)isothiazolidine 1,1-dioxide C(C)C=1C=CC=C2C=CC=C(C12)N1CC=2N=C(N=C(C2CC1)N1CC(CCC1)N1S(CCC1)(=O)=O)OCC12CCCN2CCC1